[Mn](=O)(=O)([O-])[O-].[Na+].[Mn+2].[Fe+2].[Ni+2].BrCC(=O)C1=NOC=C1 2-bromo-1-(isoxazol-3-yl)ethan-1-one nickel-iron-manganese sodium manganate